ClC1=CC(=C(C(=N1)NC1CC1)N)C 6-chloro-N2-cyclopropyl-4-methylpyridine-2,3-diamine